CN1C(NC=C1C(=O)O)=O 3-methyl-2-oxo-1H-imidazole-4-carboxylic acid